CC1=C(N)C=C(C=C1)OC1CCC(CC1)C=1OC=NN1 2-methyl-5-[[4-(1,3,4-oxadiazol-2-yl)cyclohexyl]oxy]aniline